NC1=NC=CC=C1C1=NC=2C(=NC(=CC2)C2=CC=CC=C2)N1C1=CC(=C(C=C1)NC(=O)C1=C(C=C(C(=O)OC)C=C1)C)F methyl 4-((4-(2-(2-aminopyridin-3-yl)-5-phenyl-3H-imidazo[4,5-b]pyridin-3-yl)-2-fluorophenyl)carbamoyl)-3-methylbenzoate